3-[1-oxo-4-(4-piperidyl-amino)isoindolin-2-yl]piperidine-2,6-dione O=C1N(CC2=C(C=CC=C12)NC1CCNCC1)C1C(NC(CC1)=O)=O